(S)-4-((1-(5-chloro-2-fluorophenyl)ethyl)amino)-2,6-difluoro-N-(pyrimidin-4-yl)benzenesulfonamide 2,2,2-trifluoroacetate FC(C(=O)O)(F)F.ClC=1C=CC(=C(C1)[C@H](C)NC1=CC(=C(C(=C1)F)S(=O)(=O)NC1=NC=NC=C1)F)F